C(C)(C)(C)OC(N(C(=O)OC(C)(C)C)C1=NC(=C(C=C1C)Br)NC1=C(C(=CC=C1C)OC)C)=O (5-Bromo-6-((3-methoxy-2,6-dimethylphenyl)amino)-3-methylpyridin-2-yl)(tert-butoxycarbonyl)carbamic acid tert-butyl ester